OC1=C(C=CC=C1)C1=CC(=CN=N1)N1CCC(CC1)(C(=O)O)C1=CC=NC=C1 1-(6-(2-hydroxyphenyl)pyridazin-4-yl)-4-(pyridin-4-yl)piperidine-4-carboxylic acid